2-chloro-N-[3-methyl-5-(2-phenylethynyl)-2-pyridyl]-5-(2-methylthiazol-5-yl)benzamide ClC1=C(C(=O)NC2=NC=C(C=C2C)C#CC2=CC=CC=C2)C=C(C=C1)C1=CN=C(S1)C